C(C)OC(=O)NC(N)=S 3-(ethoxycarbonyl)thiourea